6-oxa-9-azaspiro[4.5]decane C1CCCC12OCCNC2